(E)-1-(((4-((2-(aminomethyl)-3-fluoroallyl)oxy)phenyl)sulfonyl)methyl)pyridin-2(1H)-one NC/C(/COC1=CC=C(C=C1)S(=O)(=O)CN1C(C=CC=C1)=O)=C\F